1-ethoxy-1,1,3,3,3-pentamethyldisiloxane C(C)O[Si](O[Si](C)(C)C)(C)C